N-CYCLOHEPTYL-2-(4-FORMYLPIPERIDIN-1-YL)ACETAMIDE C1(CCCCCC1)NC(CN1CCC(CC1)C=O)=O